2-chloro-N-(furan-2-ylmethyl)-7-iodothieno[3,2-d]pyrimidin-4-amine ClC=1N=C(C2=C(N1)C(=CS2)I)NCC=2OC=CC2